C(CCCCC)OC(CCCC(C)O)=O Hexyl-5-hydroxyhexanoate